1-(5-(((1-(4-((9-cyclopentyl-8-(phenylamino)-9H-purin-2-yl)amino)phenyl)piperidin-4-yl)(methyl)amino)methyl)pyridin-2-yl)dihydropyrimidine-2,4(1H,3H)-dione C1(CCCC1)N1C2=NC(=NC=C2N=C1NC1=CC=CC=C1)NC1=CC=C(C=C1)N1CCC(CC1)N(C)CC=1C=CC(=NC1)N1C(NC(CC1)=O)=O